CCC(CC)N1N=CC(=C1)C=1C=2N(C=C(N1)C=1C=NN(C1)CCNC1CC(C1)CO)N=CC2 (3-((2-(4-(4-(1-(pentan-3-yl)-1H-pyrazol-4-yl)pyrazolo[1,5-a]pyrazin-6-yl)-1H-pyrazol-1-yl)ethyl)amino)cyclobutyl)methanol